OC(=CC(=O)O)O dihydroxyl-acrylic acid